silver bisulfite S([O-])(O)=O.[Ag+]